CC(C)N1C=NC(=C1)C(=O)N1C[C@H]2C([C@H]2C1)C(=O)NC1(CC1)C(F)(F)F (1R,5S,6r)-3-[1-(propan-2-yl)-1H-imidazole-4-carbonyl]-N-[1-(trifluoromethyl)cyclopropyl]-3-azabicyclo[3.1.0]hexane-6-carboxamide